C(=O)(O)C1=C(C=CC=C1)C1OCCCO1 2-(2-carboxyphenyl)-1,3-dioxane